(S)-4-methyl-2-(4-oxoquinazolin-3(4H)-yl)pentanoic acid CC(C[C@@H](C(=O)O)N1C=NC2=CC=CC=C2C1=O)C